(1R,3aS,6aR)-N-((R)-4-hydroxy-3-oxo-1-((S)-2-oxopyrrolidin-3-yl)butan-2-yl)-2-(4-methoxy-1H-indole-2-carbonyl)octahydrocyclopenta[c]pyrrole-1-carboxamide OCC([C@@H](C[C@H]1C(NCC1)=O)NC(=O)[C@@H]1N(C[C@@H]2[C@H]1CCC2)C(=O)C=2NC1=CC=CC(=C1C2)OC)=O